(S)-4-((2-((5-fluoropyridin-3-yl)oxy)ethyl)(4-(5,6,7,8-tetrahydro-1,8-naphthyridin-2-yl)butyl)amino)-2-((6-(trifluoromethyl)pyrimidin-4-yl)amino)butanoic acid FC=1C=C(C=NC1)OCCN(CC[C@@H](C(=O)O)NC1=NC=NC(=C1)C(F)(F)F)CCCCC1=NC=2NCCCC2C=C1